(1R,5S,6r)-N-(2-(8-methoxyimidazo[1,5-a]pyridin-3-yl)propan-2-yl)-3-azabicyclo[3.1.1]heptane-6-carboxamide COC=1C=2N(C=CC1)C(=NC2)C(C)(C)NC(=O)C2[C@H]1CNC[C@@H]2C1